3-(anilinomethyl)-1-(benzyloxycarbonyl-sulfamoyl)pyrrole-2-carboxylic acid benzyl ester C(C1=CC=CC=C1)OC(=O)C=1N(C=CC1CNC1=CC=CC=C1)S(NC(=O)OCC1=CC=CC=C1)(=O)=O